N1(CCN(CCCNCCC1)CC=1C(=C(C=C(C1)C)C(C(=O)N)(CO)CO)O)CC=1C(=C(C=C(C1)C)C(C(=O)N)(CO)CO)O N'-{1,4,8-triazacycloundecane-1,4-diylbis[methylene(2-hydroxy-5-methyl-3,1-phenylene)]}bis[3-hydroxy-2-(hydroxymethyl)propanamide]